decanediamine isophthalate C(C1=CC(C(=O)O)=CC=C1)(=O)O.C(CCCCCCCCC)(N)N